Cl[Si](Cl)(Cl)CCC(C(C(C(C(C(CC[Si](Cl)(Cl)Cl)(F)F)(F)F)(F)F)(F)F)(F)F)(F)F 1,6-bis(trichlorosilylethyl)dodecafluorohexane